NC=1C2=C(N=CN1)N(C=C2)[C@H]2[C@@H]([C@@H]([C@H](C2)CCC2=CC=C1C=C3C(=NC1=C2)NCC3(C)C)O)O (1R,2S,3R,5S)-3-(4-amino-7H-pyrrolo[2,3-d]pyrimidin-7-yl)-5-(2-(3,3-dimethyl-2,3-dihydro-1H-pyrrolo[2,3-b]quinolin-7-yl)ethyl)cyclopentane-1,2-diol